1-(1-(p-fluorophenyl)vinyl)-1H-benzo[d][1,2,3]triazole FC1=CC=C(C=C1)C(=C)N1N=NC2=C1C=CC=C2